O=C1OC2=CC=CC=C2C=C1C(=O)N 2-oxo-2H-chromen-3-carboxamide